propylethyl-dimethyl-ammonium ethylsulfate C(C)OS(=O)(=O)[O-].C(CC)[N+](C)(C)CC